[1-14C]-oleate [14C](CCCCCCC\C=C/CCCCCCCC)(=O)[O-]